N-(3-(2-(1,1-difluoroethyl)-6-methylpyrimidin-4-yl)-1H-pyrrolo[2,3-c]pyridin-5-yl)acetamide FC(C)(F)C1=NC(=CC(=N1)C1=CNC2=CN=C(C=C21)NC(C)=O)C